FC(OC=1C=C(C=CC1OC1=CC=NC=2NC(C=NC21)=O)N2C(N(CC2=O)C=2C=NC=C(C2)C(F)(F)F)=O)F 3-{3-(difluoromethoxy)-4-[(3-oxo-3,4-dihydropyrido[2,3-b]pyrazin-8-yl)oxy]phenyl}-1-[5-(trifluoromethyl)-3-pyridinyl]-2,4-imidazolidinedione